FC1=CC=C(C(=N1)[2H])C1=CC=C2C(=N1)NC1=C2C(=NC(=C1)[2H])[2H] 2-[6-fluoro(2-2H)pyridin-3-yl](5,7-2H2)-9H-pyrrolo[2,3-b:4,5-c']dipyridine